(R)-4-((1-((2-fluorobenzyl)amino)-1-oxopropan-2-yl)amino)-4-oxobutanoic acid-2,2,3,3-d4 FC1=C(CNC([C@@H](C)NC(C(C(C(=O)O)([2H])[2H])([2H])[2H])=O)=O)C=CC=C1